Carbamoyl-Methyl-tetrazaCyclododecane C(N)(=O)N1N(CCCCCCCCNN1)C